COC(=O)C1=CC=NC2=CC=C(C=C12)N(C)CCCN1CCN(CC1)C(=O)OC(C)(C)C 6-((3-(4-(Tert-Butoxycarbonyl)piperazin-1-yl)propyl)(methyl)amino)quinoline-4-carboxylic acid methyl ester